C(#N)C=1C=CC(=NC1)COC1=CC=CC(=N1)N1CCN(CC1)CC1=NC2=C(N1CC1OCC1)C=C(C=C2)C(=O)O 2-((4-(6-((5-cyanopyridin-2-yl)methoxy)pyridin-2-yl)piperazin-1-yl)methyl)-1-(oxetan-2-ylmethyl)-1H-benzo[d]imidazol-6-carboxylic acid